1-(1-oxo-1,2-dihydroisoquinolin-5-yl)-5-trifluoromethyl-1H-pyrazole-4-carboxylic acid O=C1NC=CC2=C(C=CC=C12)N1N=CC(=C1C(F)(F)F)C(=O)O